FC1=CC=C(C=C1)COC=1C=C(C=CC1[N+](=O)[O-])B1OC(C(O1)(C)C)(C)C 2-{3-[(4-fluorophenyl)methoxy]-4-nitrophenyl}-4,4,5,5-tetramethyl-1,3,2-dioxaborolane